4-(7-fluoro-imidazo[1,2-a]pyridin-3-yl)-7-[[5-(4-morpholino-1-piperidyl)-2-pyridyl]amino]isoindolin-1-one FC1=CC=2N(C=C1)C(=CN2)C2=C1CNC(C1=C(C=C2)NC2=NC=C(C=C2)N2CCC(CC2)N2CCOCC2)=O